(3R)-3-formylmorpholine-4-carboxylic acid tert-butyl ester C(C)(C)(C)OC(=O)N1[C@H](COCC1)C=O